N-(2,2-dimethyl-2H-benzopyran-6-yl)acetamide CC1(OC2=C(C=C1)C=C(C=C2)NC(C)=O)C